BrC=1C(=NC(=CC1)C(=O)OC)OC[C@@H]1NCCNC1 (R)-2-(((3-bromo-6-(methoxycarbonyl)pyridin-2-yl)oxy)methyl)piperazine